N-[(3R)-1-ethyl-3-piperidyl]-6-[2-methoxy-6-methyl-4-(trifluoromethyl)phenyl]-1,2,4-triazin-3-amine C(C)N1C[C@@H](CCC1)NC=1N=NC(=CN1)C1=C(C=C(C=C1C)C(F)(F)F)OC